7-{[2-(5-Chloropyridin-2-yl)imidazo[1,2-a]pyridin-3-yl]methyl}-3-oxa-7,9-diazabicyclo[3.3.1]nonan-Dihydrochlorid Cl.Cl.ClC=1C=CC(=NC1)C=1N=C2N(C=CC=C2)C1CN1CC2COCC(C1)N2